C(C)(C)[C@H]1[C@H](C[C@@H](CC1)C)C(=O)O (1S,2S,5R)-2-isopropyl-5-methylcyclohexanecarboxylic acid